3,9-perylenedicarboxylic acid diisopropyl ester C(C)(C)OC(=O)C=1C=CC=2C=3C=CC=C4C(=CC=C(C5=CC=CC1C52)C43)C(=O)OC(C)C